((4-((dimethylamino)methyl)benzoyl)oxy)methyl 5-fluoro-3-(3-(4-((trifluoromethyl)thio)phenyl)ureido)-1H-Indole-1-carboxylate FC=1C=C2C(=CN(C2=CC1)C(=O)OCOC(C1=CC=C(C=C1)CN(C)C)=O)NC(=O)NC1=CC=C(C=C1)SC(F)(F)F